7-(Naphthalen-1-ylmethyl)-5-thioxo-8-(3-(trifluoromethyl)phenyl)-2,3-dihydro-5H-thiazolo[3,2-a]pyridine-3-carboxylic acid 1,1-dioxide C1(=CC=CC2=CC=CC=C12)CC=1C(=C2N(C(C1)=S)C(CS2(=O)=O)C(=O)O)C2=CC(=CC=C2)C(F)(F)F